C1(=CC=CC=C1)CCC=1OC2=CC=CC=C2C(C1)=O (2-phenylethyl)chromone